BrC=1C(=NC(=NC1)NC1=C(C=C(C(=C1)C)N1CCC(CC1)N1CCN(CC1)C)OC)NC=1C(=C2C=CC(=NC2=CC1)C1CC1)CCC(=O)O 3-(6-((5-Bromo-2-((2-methoxy-5-methyl-4-(4-(4-methylpiperazin-1-yl)piperidin-1-yl)Phenyl)amino)pyrimidin-4-yl)amino)-2-cyclopropylquinolin-5-yl)propionic acid